3-(3-(trifluoromethoxy)phenoxy)propan-1-ol FC(OC=1C=C(OCCCO)C=CC1)(F)F